C(OCC)(OCOC1=C(C(=CC(=C1)CCCCC)O)C1=C(C=CC(=C1)C)C(=C)C)=O ethyl (((6-hydroxy-5'-methyl-4-pentyl-2'-(prop-1-en-2-yl)-[1,1'-biphenyl]-2-yl)oxy)methyl) carbonate